tert-butyl 2-((diphenylmethylene)amino)-3-(4-fluorophenyl)propanoate C1(=CC=CC=C1)C(C1=CC=CC=C1)=NC(C(=O)OC(C)(C)C)CC1=CC=C(C=C1)F